3-[5-[1-([4-[6-(azetidin-1-yl)-2-methyl-1-oxo-2,7-naphthyridin-4-yl]-2,6-dimethoxyphenyl]methyl)piperidin-4-yl]-1-hydroxy-3-oxo-1H-isoindol-2-yl]piperidine-2,6-dione N1(CCC1)C=1C=C2C(=CN(C(C2=CN1)=O)C)C1=CC(=C(C(=C1)OC)CN1CCC(CC1)C=1C=C2C(N(C(C2=CC1)O)C1C(NC(CC1)=O)=O)=O)OC